2-(3,5-dimethoxyphenylamino)-N-isopropyl-acetamide COC=1C=C(C=C(C1)OC)NCC(=O)NC(C)C